FC(C=1C(=C(C=CC1)[C@@H](C)NC=1C=2C(N=C(N1)OC)=C(C(N(C2)CC2(CCOCC2)OC)=O)C)F)F (R)-4-((1-(3-(difluoromethyl)-2-fluorophenyl)ethyl)amino)-2-methoxy-6-((4-methoxytetrahydro-2H-pyran-4-yl)methyl)-8-methylpyrido[4,3-d]pyrimidin-7(6H)-one